C1(CC1)CN[C@H]1CN(CCC1)C1=CC(N(C=C1)C(C)C=1C=NN(C1)C=1N=NC=C(C1)N1CCCC1)=O 4-((R)-3-((cyclopropylmethyl)amino)piperidin-1-yl)-1-(1-(1-(5-(pyrrolidin-1-yl)pyridazin-3-yl)-1H-pyrazol-4-yl)ethyl)pyridin-2(1H)-one